N-[[1-[6-(1-methylpyrazol-4-yl)pyrazolo[1,5-a]pyrazin-4-yl]-3-piperidyl]methyl]prop-2-ynamide CN1N=CC(=C1)C=1N=C(C=2N(C1)N=CC2)N2CC(CCC2)CNC(C#C)=O